7-(1-(tert-Butoxycarbonyl)piperidin-4-yl)-4-chloro-9H-pyrido[2',3':4,5]pyrrolo[2,3-d]pyrimidine-9-carboxylic acid tert-butyl ester C(C)(C)(C)OC(=O)N1C2=C(C3=C1N=CN=C3Cl)N=CC(=C2)C2CCN(CC2)C(=O)OC(C)(C)C